CN1C(=NC=C1)CN1C[C@H](CC1)N1C(N(C=2C1=NC=CC2)C2=CC=C(C=C2)C2=CC=C(C=C2)C(=O)O)=O (S)-4'-(3-(1-((1-methyl-1H-imidazol-2-yl)methyl)pyrrolidin-3-yl)-2-oxo-2,3-dihydro-1H-imidazo[4,5-b]pyridin-1-yl)-[1,1'-biphenyl]-4-carboxylic acid